3-[1-(pyridin-2-ylmethyl)-5-cyano-1H-indole-3-carboxamido]-1H-pyrrole-2-carboxylic acid N1=C(C=CC=C1)CN1C=C(C2=CC(=CC=C12)C#N)C(=O)NC1=C(NC=C1)C(=O)O